NC1=C(N=C2C(=N1)NC=C2)C(=O)N/C(/SC)=N\C(OC(C)(C)C)=O tert-butyl (E)-((3-amino-5H-pyrrolo[2,3-b]pyrazine-2-carboxamido)(methylthio)methylene)carbamate